NC1CC(CC1C1=NNC=C1C#N)C1=CC=C(C=C1)Br 5-amino-3-(4-bromophenyl)-cyclopentyl-pyrazole-4-carbonitrile